C(C)OC1=NC=CC=C1C1=C(C2=C(N=C1)N(N=C2C(C)C)C)NCC=2C=NC(=CC2)OC (2-ethoxy-3-pyridinyl)-3-isopropyl-N-[(6-methoxy-3-pyridinyl)methyl]-1-methyl-pyrazolo[3,4-b]pyridin-4-amine